1'-(2,2,2-trifluoroethyl)-6'-vinylspiro[cyclopropane-1,3'-indolin]-2'-one FC(CN1C(C2(C3=CC=C(C=C13)C=C)CC2)=O)(F)F